C1(=CC=CC=C1)C=1NC(=C(N1)C1=CC=CC=C1)C1=CC=CC=C1 2,4,5-Triphenylimidazole